aluminum quinolinate N1=C(C=CC2=CC=CC=C12)C(=O)[O-].[Al+3].N1=C(C=CC2=CC=CC=C12)C(=O)[O-].N1=C(C=CC2=CC=CC=C12)C(=O)[O-]